butyl-dimethyl-[1-(4-methyl-5-tributylstannyl-thiazol-2-yl)cyclobutoxy]silane tert-Butyl-2-{5-[(cyclopropylcarbonyl)(methyl)amino]pyridin-2-yl}hydrazinecarboxylate C(C)(C)(C)OC(=O)NNC1=NC=C(C=C1)N(C)C(=O)C1CC1.C(CCC)[Si](OC1(CCC1)C=1SC(=C(N1)C)[Sn](CCCC)(CCCC)CCCC)(C)C